NC=1C2=C(N=CN1)N(C=C2C#CC2=C(C1=C(N(C=N1)CC)C=C2F)F)[C@H]2C[C@@H](N(C2)C(C=C)=O)COC 1-[(2R,4S)-4-[4-amino-5-[2-(1-ethyl-4,6-difluoro-1,3-benzodiazol-5-yl)ethynyl]pyrrolo[2,3-d]pyrimidin-7-yl]-2-(methoxymethyl)pyrrolidin-1-yl]prop-2-en-1-one